N-[4-(4-[[2-(dimethylamino)ethyl]amino]-3-methyl-1H-pyrazolo[3,4-d]pyrimidin-6-yl)-2-fluorophenyl]-2,5-difluorobenzenesulfonamide hydrochloride Cl.CN(CCNC1=C2C(=NC(=N1)C1=CC(=C(C=C1)NS(=O)(=O)C1=C(C=CC(=C1)F)F)F)NN=C2C)C